CC1=NC=2C(=NC(=CC2)C=2C=CN3N=C(N=CC32)NC3CC2(COC2)C3)N1C 5-(2,3-dimethyl-3H-imidazo[4,5-b]pyridin-5-yl)-N-(2-oxaspiro[3.3]heptan-6-yl)pyrrolo[2,1-f][1,2,4]triazin-2-amine